5-(((1R,2R)-2-(3,3-dimethylpiperidin-1-yl)cyclopentyl)oxy)isobenzofuran-1(3H)-one CC1(CN(CCC1)[C@H]1[C@@H](CCC1)OC=1C=C2COC(C2=CC1)=O)C